tert-butyl N-{[4-(2,4-dichloro-5-cyanobenzamido)phenyl]methyl}carbamate ClC1=C(C(=O)NC2=CC=C(C=C2)CNC(OC(C)(C)C)=O)C=C(C(=C1)Cl)C#N